(R)-N-(3-((tert-butyldimethylsilyl)oxy)-4-(4-(3-fluoro-2-methoxyphenyl)-3,6-dihydropyridin-1(2H)-yl)butyl)-5,7-dihydro-6H-pyrrolo[3,4-b]pyridine-6-carboxamide [Si](C)(C)(C(C)(C)C)O[C@H](CCNC(=O)N1CC2=NC=CC=C2C1)CN1CCC(=CC1)C1=C(C(=CC=C1)F)OC